5-(4-(2-(p-tolyloxy)ethyl)piperazin-1-yl)-3-hydroxypyridine C1(=CC=C(C=C1)OCCN1CCN(CC1)C=1C=C(C=NC1)O)C